FC1=CC2=C(C(=C(S2)C(=O)O)C2=C(C(=C(C=C2)F)F)F)C=C1 6-fluoro-3-(2,3,4-trifluorophenyl)-1-benzothiophene-2-carboxylic acid